N1(N=CC=C1)C=1C=CC(N(N1)CC1CCN(CC1)C1=NC=C(C=C1)C(F)(F)F)=O 6-pyrazol-1-yl-2-[[1-[5-(trifluoromethyl)pyridin-2-yl]piperidin-4-yl]methyl]pyridazin-3-one